2-(4-cyano-3-fluorophenyl)acetic acid C(#N)C1=C(C=C(C=C1)CC(=O)O)F